(R)-2-amino-3-phenyl-N-(3,5-dimethylphenyl)-propionamide N[C@@H](C(=O)NC1=CC(=CC(=C1)C)C)CC1=CC=CC=C1